C[C@]12CC(C[C@](CCC1)(N2)C)N(C2=CC=C(N=N2)C2=C(C=C(C=C2)C2=CC(NC=C2)=O)O)C 4-(4-(6-(((1R,3S,5S)-1,5-dimethyl-9-azabicyclo[3.3.1]nonan-3-yl)(methyl)amino)pyridazin-3-yl)-3-hydroxyphenyl)pyridin-2(1H)-one